Cl.N1CCC(CC1)NC(C1=CC=CC=C1)=O N-(piperidin-4-yl)benzamide hydrochloride salt